divinylbenzene-acrylic acid chloride C(=C)C(=C(C(=O)Cl)C=C)C1=CC=CC=C1